NCCCC1=CC=C(C=C1)S(=O)(=O)O p-aminopropyl-benzenesulfonic acid